9,9-bis[4-(2-amino-6-methylphenoxy)-3-phenylphenyl]fluorene NC1=C(OC2=C(C=C(C=C2)C2(C3=CC=CC=C3C=3C=CC=CC23)C2=CC(=C(C=C2)OC2=C(C=CC=C2C)N)C2=CC=CC=C2)C2=CC=CC=C2)C(=CC=C1)C